(4S)-4-hydroxypyrrolidine O[C@H]1CCNC1